SCCSC(CS)CSCCSCCSCC(CS)SCCS 2-(2-mercaptoethylthio)-3-(2-(2-[3-mercapto-2-(2-mercaptoethylthio)propylthio]ethylthio)ethylthio)propane-1-thiol